ClC1=C(OC=2C(=NC=CC2)OCC(=O)OCC)C=C(C(=C1)F)N1C(N(C(=CC1=O)C(F)(F)F)C)=O ethyl [3-[2-chloro-4-fluoro-5-(1-methyl-6-trifluoromethyl-2,4-dioxo-1,2,3,4-tetrahydropyrimidin-3-yl) phenoxy]-2-pyridyloxy]acetate